N-octadecenyl-2-(4-hydroxyphenyl)-3,5,7-trihydroxyquinolin-4-one C(=CCCCCCCCCCCCCCCCC)N1C(=C(C(C2=C(C=C(C=C12)O)O)=O)O)C1=CC=C(C=C1)O